methyl 4-((5-((2-nitro-5-(prop-1-en-2-yl)phenyl)amino)pyridin-2-yl)carbamoyl)benzoate [N+](=O)([O-])C1=C(C=C(C=C1)C(=C)C)NC=1C=CC(=NC1)NC(=O)C1=CC=C(C(=O)OC)C=C1